BrC1=CC(=C(OC2=C(C(=NN2C)C(=O)O)C)C=C1)F (4-bromo-2-fluorophenoxy)-1,4-dimethyl-1H-pyrazole-3-carboxylic acid